methyl 6-chloro-5-(difluoromethyl)-3-nitro-pyridine-2-carboxylate ClC1=C(C=C(C(=N1)C(=O)OC)[N+](=O)[O-])C(F)F